2-(3-aminophenyl)-6-aminobenzoxazole NC=1C=C(C=CC1)C=1OC2=C(N1)C=CC(=C2)N